[Si](C1=CC=CC=C1)(C1=CC=CC=C1)(C(C)(C)C)OCC12OCC(CC1)(CC2)NC=2C1=C(N=C(N2)Cl)C(=C(N=C1)Cl)F N-(1-(((tert-butyldiphenylsilyl)oxy)methyl)-2-oxabicyclo[2.2.2]oct-4-yl)-2,7-dichloro-8-fluoropyrido[4,3-d]pyrimidin-4-amine